(S)-2-amino-3-(3,5-dibromophenyl)-N-methylpropanamide N[C@H](C(=O)NC)CC1=CC(=CC(=C1)Br)Br